(4-(4-amino-1-(2-(4-(isopropylamino)piperidin-1-yl)ethyl)-1H-pyrazolo[3,4-d]pyrimidin-3-yl)-2-methoxyphenyl)carbamic acid tert-butyl ester C(C)(C)(C)OC(NC1=C(C=C(C=C1)C1=NN(C2=NC=NC(=C21)N)CCN2CCC(CC2)NC(C)C)OC)=O